ClC1=C(C=C(C=C1F)CO)F (4-chloro-3,5-difluorophenyl)methanol